4-[4-(tetramethyl-1,3,2-dioxaborolan-2-yl)-1H-pyrazol-1-yl]pyridine CC1(C(OB(O1)C=1C=NN(C1)C1=CC=NC=C1)(C)C)C